C(C1=C(C=CC=C1)N(C([O-])=S)CCCCCCCCCC)C1=C(C=CC=C1)N(C([O-])=S)CCCCCCCCCC methylenediphenylene-bis(decyl thiocarbamate)